2-fluoro-8-(4,4,5,5-tetramethyl-1,3,2-dioxaborolan-2-yl)naphthalene FC1=CC2=C(C=CC=C2C=C1)B1OC(C(O1)(C)C)(C)C